N-(3-cyano-4-methyl-1H-indol-7-yl)-1-[(1R,2S)-2-hydroxy-1-methyl-propyl]pyrazole-4-sulfonamide C(#N)C1=CNC2=C(C=CC(=C12)C)NS(=O)(=O)C=1C=NN(C1)[C@@H]([C@H](C)O)C